2-{3-[(2-ethoxy-4-methanesulfonylphenyl)amino]prop-1-yn-1-yl}-N-[(3S,4R)-3-fluoro-1-methylpiperidin-4-yl]-1-(2,2,2-trifluoroethyl)-1H-indol-4-amine C(C)OC1=C(C=CC(=C1)S(=O)(=O)C)NCC#CC=1N(C=2C=CC=C(C2C1)N[C@H]1[C@H](CN(CC1)C)F)CC(F)(F)F